tert-Butyl 1-((2R,5S)-2,5-Dimethylpyrrolidine-1-carbonyl)cyclopentylcarbamate C[C@H]1N([C@H](CC1)C)C(=O)C1(CCCC1)NC(OC(C)(C)C)=O